O1C(=NC2=C1C=CC=C2)C=2C(=C(C(=C(C#N)C2)N2C1=CC=CC=C1C=1C=C(C=CC21)C)N2C1=CC=CC=C1C=1C=C(C=CC21)C)N2C1=CC=CC=C1C=1C=C(C=CC21)C 5-(benzo[d]oxazol-2-yl)-2,3,4-tris(3-methyl-9H-carbazol-9-yl)benzonitrile